CN(C=CC(=O)C1=CC=C(C=C1)Br)C 3-(dimethylamino)-1-(4-bromophenyl)-2-propen-1-one